Chromium-titanium [Ti].[Cr]